5-Chloro-2-[2-(8-hydroxyquinolin-5-yl)-vinyl]-1-methylquinolinium trifluoromethanesulfonate FC(S(=O)(=O)[O-])(F)F.ClC1=C2C=CC(=[N+](C2=CC=C1)C)C=CC1=C2C=CC=NC2=C(C=C1)O